FC1=C(C=CC2=C1OC1=C2C=CC(=C1F)OCC(F)(F)F)OCCCC 4,6-difluoro-3-butoxy-7-(2,2,2-trifluoroethoxy)dibenzo[b,d]furan